C(C)CC(CC(=O)[O-])=O.C(C)CC(CC(=O)[O-])=O.C(C)(C)O[Ti+2]OC(C)C diisopropoxytitanium bis(ethylacetoacetate)